C(C1=CC=CC=C1)N(C(SSC(N(CC1=CC=CC=C1)CC1=CC=CC=C1)=S)=S)CC1=CC=CC=C1 Tetrabenzylthiuram disulfid